6-chloro-N-methyl-2-(1-methyl-4-phenyl-1H-imidazol-2-yl)pyridine-3-sulfonamide di-Ammonium hydrogen phosphate P(=O)(O)([O-])[O-].[NH4+].[NH4+].ClC1=CC=C(C(=N1)C=1N(C=C(N1)C1=CC=CC=C1)C)S(=O)(=O)NC